(2S)-2-[[(2R)-2-methylpyrrolidine-1-carbonyl]amino]-4-[2-phenoxyethyl-[4-(5,6,7,8-tetrahydro-1,8-naphthyridin-2-yl)butyl]amino]butanoic acid C[C@H]1N(CCC1)C(=O)N[C@H](C(=O)O)CCN(CCCCC1=NC=2NCCCC2C=C1)CCOC1=CC=CC=C1